C(CCCCCCCCCCCCCCC)[Si](OCCOCC)(OCCOCC)CCCCCCCCCCCCCCCC dihexadecyl-bis-(2-ethoxyethoxy)silane